[Ca+2].ON[C@@H](CCSC)C(=O)[O-].ON[C@@H](CCSC)C(=O)[O-] hydroxyl-methionine calcium salt